OC(C)C=1C=C(C=CC1)C(=C)C1=NNCC1 3-(1-(3-(1-hydroxyethyl)phenyl)vinyl)-1,5-dihydro-4H-pyrazole